C(#N)C=1C=C(C=CC1)C(CC(=O)NC)NC1=NC(=NC=2CCCCC12)N1CC2(CN(C2)C(=O)OC(C)(C)C)CC1 tert-butyl 6-(4-((1-(3-cyanophenyl)-3-(methylamino)-3-oxopropyl)amino)-5,6,7,8-tetrahydroquinazolin-2-yl)-2,6-diazaspiro[3.4]octane-2-carboxylate